CCCCCCNC1=NC(=NC(=C1)N)N 4-N-(6-hexyl)-pyrimidine-2,4,6-triamine